C(CC)N(C1=NC2=CC=CC=C2C=C1C=1NC=2C=CN=C(C2C(C1)=O)C(=O)N)CCC 2-[2-(dipropylamino)-3-quinolyl]-4-oxo-1H-1,6-naphthyridine-5-carboxamide